CN(C1=CC=C(C=N1)COC1=C(C=C(C=C1)NC1=C(C=2N=C(C=NC2C=C1)N1CCOCC1)C#N)OC)C 6-((4-((6-(dimethylamino)pyridin-3-yl)methoxy)-3-methoxyphenyl)amino)-3-morpholinoquinoxaline-5-carbonitrile